CN([C@H]1CN(CC1)C(=O)C=1C=CC=2N(C(C=C(N2)N2CCOCC2)=O)C1)C 7-((R)-3-(dimethylamino)pyrrolidine-1-carbonyl)-2-morpholino-4H-pyrido[1,2-a]pyrimidin-4-one